(2S,4R)-N-[[2-bromo-5-(trifluoromethyl)phenyl]methyl]-1-[(2S)-2-(4-cyclopropyltriazol-1-yl)-3,3-dimethyl-butanoyl]-4-hydroxy-pyrrolidine-2-carboxamide BrC1=C(C=C(C=C1)C(F)(F)F)CNC(=O)[C@H]1N(C[C@@H](C1)O)C([C@H](C(C)(C)C)N1N=NC(=C1)C1CC1)=O